(R*)-4-(1-(3-Amino-6-(2-hydroxyphenyl)pyridazin-4-yl)piperidin-3-yl)-3-fluorobenzoic acid NC=1N=NC(=CC1N1C[C@H](CCC1)C1=C(C=C(C(=O)O)C=C1)F)C1=C(C=CC=C1)O |o1:9|